ClC=1C=C(COC(=O)N[C@H](C(=O)N[C@@H](CCC(N(C)C)=O)C(=O)OC)CC2CCCCC2)C=CC1 Methyl N2-((S)-2-((((3-chlorobenzyl) oxy) carbonyl) amino)-3-cyclohexylpropanoyl)-N5,N5-dimethyl-L-glutaminate